ClC=1C=CC(=C(C1)S(=O)(=O)Cl)F 5-chloro-2-fluorobenzenesulfonyl chloride